C(C1=CC=CC=C1)NC(=O)C=1C(C(=C2N(C[C@@H]3N(C2=O)[C@H]2CC[C@@H]3C2)C1)O)=O (1R,4S,12aR)-N-benzyl-7-hydroxy-6,8-dioxo-1,2,3,4,6,8,12,12a-octahydro-1,4-methanodipyrido[1,2-a:1',2'-d]pyrazine-9-carboxamide